OC1=C(C(=O)O)C(=CC(=C1)O)C 2,4-Dihydroxy-6-Methylbenzoic Acid